(S)-N-((R)-(5-fluoro-6-(2,2,2-trifluoroethoxy)pyridin-3-yl)(5-fluoro-6-(trifluoro-methyl)pyridin-2-yl)methyl)-2-oxoimidazolidine-4-carboxamide FC=1C=C(C=NC1OCC(F)(F)F)[C@@H](NC(=O)[C@H]1NC(NC1)=O)C1=NC(=C(C=C1)F)C(F)(F)F